5-(1-fluoro-3-hydroxy-7-((tetrahydro-2H-pyran-4-yl)methoxy)naphthalen-2-yl)-1,2,5-thiadiazolidin-3-one 1,1-dioxide FC1=C(C(=CC2=CC=C(C=C12)OCC1CCOCC1)O)N1CC(NS1(=O)=O)=O